C(C)(C)(C)OC(=O)N1CC(C1)OC(NC1CN(C1)C1=CC(=C(C(=C1)F)C1C(NC(CC1)=O)=O)F)=O tert-butyl-3-(((1-(4-(2,6-dioxopiperidin-3-yl)-3,5-difluorophenyl)azetidin-3-yl)carbamoyl) oxy)azetidine-1-carboxylate